tertbutyl ((1S,2RS,3SR,4S)-4-(((S)-(3-chloro-2,6-difluorophenyl)(4-fluorobicyclo[2.2.1]heptan-1-yl)methyl)carbamoyl)-2,3-dihydroxycyclopentyl)carbamate ClC=1C(=C(C(=CC1)F)[C@H](C12CCC(CC1)(C2)F)NC(=O)[C@@H]2[C@@H]([C@@H]([C@H](C2)NC(OC(C)(C)C)=O)O)O)F |&1:21,22|